2-(4-((cyclopropylmethyl)sulfonyl)phenyl)ethylamine C1(CC1)CS(=O)(=O)C1=CC=C(C=C1)CCN